(2R,3S,4S,5R)-3-(4-fluoro-2,3-dihydrobenzo[b]thiophen-7-yl)-N-(6-((R)-1,2-dihydroxyethyl)pyridin-3-yl)-4,5-dimethyl-5-(trifluoromethyl)tetrahydrofuran-2-carboxamide FC1=CC=C(C=2SCCC21)[C@H]2[C@@H](O[C@]([C@H]2C)(C(F)(F)F)C)C(=O)NC=2C=NC(=CC2)[C@H](CO)O